COC1=CC=C(C=C1)C(CC(=O)C2=CC=CC=C2)NC3=CC=C(C=C3)Br The molecule is an aromatic ketone that is propiophenone substituted at position 3 by (4-bromophenyl)amino and 4-methoxyphenyl groups respectively. It is an organobromine compound, a secondary amino compound, an aromatic ether and an aromatic ketone.